tri(2-hydroxyethyl)methyl-ammonium mesylate S(C)(=O)(=O)[O-].OCC[N+](C)(CCO)CCO